3-benzyl-6-(4-chlorobenzyl)-2,3,4,6-tetrahydropyrido[3,4-c][1,8]naphthyridin-5(1H)-one C(C1=CC=CC=C1)N1CC=2C(N(C=3N=CC=CC3C2CC1)CC1=CC=C(C=C1)Cl)=O